3-(3,5-di-tert-butyl-2-(chloro(3,5-di-tert-butyl-4-hydroxyphenyl)methyl)-4-hydroxyphenyl)propionic acid methyl ester COC(CCC1=C(C(=C(C(=C1)C(C)(C)C)O)C(C)(C)C)C(C1=CC(=C(C(=C1)C(C)(C)C)O)C(C)(C)C)Cl)=O